N-[2-(2-methoxyphenyl)ethyl]-2-[1-[(4-methylphenyl)methyl]-5-oxopyrrolidin-2-yl]acetamid COC1=C(C=CC=C1)CCNC(CC1N(C(CC1)=O)CC1=CC=C(C=C1)C)=O